[2H]C1=C(C(=C(C(=C1[2H])[2H])C(=O)C([2H])([2H])[2H])[2H])[2H] acetophenone-D8